COC1=CC=C(C=N1)C(CN1CCN(CC1)CC1=CC=C(C=C1)[N+](=O)[O-])S(=O)(=O)N (6-methoxypyridin-3-yl)-2-{4-[(4-nitrophenyl)methyl]piperazin-1-yl}ethanesulfonamide